5-((3-fluoropyridin-2-yl)(morpholino)methyl)-7-methylbenzo[d]thiazol-4-ol FC=1C(=NC=CC1)C(C1=CC(=C2C(N=CS2)=C1O)C)N1CCOCC1